C1(CC1)C1=NC=NC(=C1C1=NC=C2N(C(N(C2=N1)[C@H](C)C1=CC=C(C=C1)C=1N(C=C(N1)C(F)(F)F)C)=N)CC(F)(F)F)OC (R)-2-(4-cyclopropyl-6-methoxypyrimidin-5-yl)-9-(1-(4-(1-methyl-4-(trifluoromethyl)-1H-imidazol-2-yl)phenyl)ethyl)-7-(2,2,2-trifluoroethyl)-7,9-dihydro-8H-purin-8-imine